C1OCC12CCNC2 2-oxa-7-azaspiro[3.4]octan